N-((4-aminophenyl)sulfonyl)acetamide methyl-2-(2-bromo-5-chloro-phenyl)-2-fluoro-acetate COC(C(F)C1=C(C=CC(=C1)Cl)Br)=O.NC1=CC=C(C=C1)S(=O)(=O)NC(C)=O